4-(5-(2-(Dimethylamino)ethyl)-2,3-difluorophenethyl)-6-methylpyrimidin-2-amine hydrochloride Cl.CN(CCC=1C=C(C(=C(CCC2=NC(=NC(=C2)C)N)C1)F)F)C